N-acetyl-leucylleucyl-norleucinal C(C)(=O)N[C@@H](CC(C)C)C(=O)N[C@@H](CC(C)C)C(=O)N[C@@H](CCCC)C=O